ClC=1C=C2C(=C(C=NC2=C(C1)F)C1=CCCC1)C(C)C 6-chloro-3-(cyclopent-1-en-1-yl)-8-fluoro-4-isopropylquinoline